((R)-tetrahydro-2H-pyran-3-yl)methanol O1C[C@H](CCC1)CO